1,3-dimethyl-4,5-diiodoimidazole triiodide salt [I-].[I-].[I-].CN1CN(C(=C1I)I)C